[Ca+2].OC(C(=O)[O-])C(C(=O)[O-])O 2,3-dihydroxybutanedioic acid calcium salt